5'-(o-tolyl)-[1,1':2',1''-terphenyl]-3'-carbonitrile C1(=C(C=CC=C1)C=1C=C(C(=C(C1)C1=CC=CC=C1)C1=CC=CC=C1)C#N)C